Methyl 3,5-difluorobenzoate FC=1C=C(C(=O)OC)C=C(C1)F